OC1CCN(CC12CCC2)C(=O)O 9-hydroxy-6-azaspiro[3.5]nonane-6-carboxylic acid